5-fluoro-4-iodo-1-methyl-1H-pyrazolo[3,4-b]pyridine FC=1C(=C2C(=NC1)N(N=C2)C)I